(S)-2-((6-(2-((1-propenoylazetidin-3-yl)oxy)ethyl)-1-methyl-2-oxo-1,2,3,4,5,6-hexahydrobenzo[b][1,4]diazocine-3-yl)amino)-6-methyl-4-(trifluoromethyl)nicotinonitrile C(C=C)(=O)N1CC(C1)OCCN1C2=C(N(C([C@H](CC1)NC1=C(C#N)C(=CC(=N1)C)C(F)(F)F)=O)C)C=CC=C2